(4-(2-chlorophenyl)thiazol-2-yl)-5-(piperidin-4-yloxy)picolinamide hydrochloride Cl.ClC1=C(C=CC=C1)C=1N=C(SC1)C=1C(=NC=C(C1)OC1CCNCC1)C(=O)N